1-(N-methyl-pyrrol-2-yl)-3-(quinolin-4-yl)propan-1-one CN1C(=CC=C1)C(CCC1=CC=NC2=CC=CC=C12)=O